ClC=1C(=C(C=CC1OC1(CC1)C)NC=1C2=C(N=CN1)C=C(C(=N2)O[C@@H]2CN(CC2)C(=O)OC(C)(C)C)F)F tert-Butyl (S)-3-((4-((3-chloro-2-fluoro-4-(1-methylcyclopropoxy)phenyl)-amino)-7-fluoropyrido[3,2-d]pyrimidin-6-yl)oxy)pyrrolidine-1-carboxylate